C(C)(C)(C)OC(=O)NC1(CCC1)C(=O)O trans-1-((tert-butoxycarbonyl)amino)cyclobutanecarboxylic acid